NC=1C(=C(C(=O)OC)C=C(C1)OCC(=O)OC(C)(C)C)[N+](=O)[O-] Methyl 3-amino-5-(2-(tert-butoxy)-2-oxoethoxy)-2-nitrobenzoate